S1C2=C(C(=C1)C(C(=O)NC(C)(C)C)N(C(=O)C=1N=C(SC1)C#C)C1=CC(=CC=C1)F)C=CC=C2 N-(1-(benzo[b]thiophen-3-yl)-2-(tert-butylamino)-2-oxoethyl)-2-ethynyl-N-(3-fluorophenyl)thiazole-4-carboxamide